C(C1=CC=CC=C1)OC1=CC=C2C(CCOC2=C1)N 7-(benzyloxy)chroman-4-amine